3-[3-[tert-butyl-(diphenyl)silyl]oxy-1,1-dimethyl-propyl]-6-chloro-5-fluoro-4-methyl-2H-2,7-naphthyridin-1-one C(C)(C)(C)[Si](OCCC(C)(C)C=1NC(C2=CN=C(C(=C2C1C)F)Cl)=O)(C1=CC=CC=C1)C1=CC=CC=C1